1-(3,5-difluorophenyl)-2-((3-methoxy-4-(4,4,5,5-tetramethyl-1,3,2-dioxaborolan-2-yl)phenyl)amino)-2-oxoethyl acetate C(C)(=O)OC(C(=O)NC1=CC(=C(C=C1)B1OC(C(O1)(C)C)(C)C)OC)C1=CC(=CC(=C1)F)F